2,7-dimethyl-pyrazolo-[1,5-a]-pyrimidine-3,5-diamine CC1=NN2C(N=C(C=C2C)N)=C1N